FCOS(=O)[O-] fluoromethylsulfite